CSC1=NC2=CC=CC=C2C(N1)=O 2-methylthio-4-oxo-3,4-dihydroquinazoline